BrC=1C=C(C2=C(N(N=C2C1)C)C=1C=C2[C@H](CNC(C2=C(C1)OC)=O)C)OC(F)F |o1:14| rel-(4R)-6-[6-bromo-4-(difluoromethoxy)-2-methyl-indazol-3-yl]-8-methoxy-4-methyl-3,4-dihydro-2H-isoquinolin-1-one